C(CC(C)C)N(C(=O)OCC1=C(C=NN1C)C1=CC=C(C=N1)OC1CCCCC1)C (1S,3S)-3-((6-(5-(((Isopentyl(methyl)carbamoyl)oxy)methyl)-1-methyl-1H-pyrazol-4-yl)pyridin-3-yl)oxy)cyclohexan